Cl.FC([C@H](C)N)(F)F (2S)-1,1,1-trifluoro-2-propylamine hydrochloride